(Z)-octadeca-9-en-1-yl acetate C(C)(=O)OCCCCCCCC\C=C/CCCCCCCC